3-benzyl-1-(trifluoromethyl)-3-azabicyclo[3.1.0]hexane-6-carbaldehyde C(C1=CC=CC=C1)N1CC2(C(C2C1)C=O)C(F)(F)F